tert-butyl ((5-cyclohexylpyrazin-2-yl)methyl)(pyridin-4-yl)carbamate C1(CCCCC1)C=1N=CC(=NC1)CN(C(OC(C)(C)C)=O)C1=CC=NC=C1